(1-(4-chlorophenyl)piperidin-3-yl)methanol ClC1=CC=C(C=C1)N1CC(CCC1)CO